CC1(OCC(O1)C1=C2C(=NN(C2=CC=C1)C1=CC=C(C=C1)S(F)(F)(F)(F)F)C#N)C 4-(2,2-dimethyl-1,3-dioxacyclopentane-4-yl)-1-(4-(pentafluoro-lambda6-sulfanyl)phenyl)-1H-indazole-3-carbonitrile